FC(C(C)(C)O)(F)C=1C=C(C=CC1)C(C)=O 1-(3-(1,1-difluoro-2-hydroxy-2-methylpropyl)phenyl)ethan-1-one